Cl.Cl.ClC=1C(=NC2=CC=C(C=C2C1)N1C=NC(=C1)CCN)N1CCNCC1 2-[1-(3-chloro-2-piperazin-1-yl-6-quinolyl)imidazol-4-yl]ethanamine dihydrochloride